ethyl-5,6-difluoro-1'H-[1,2'-bibenzo[d]imidazole]-6'-carbonitrile C(C)C1=NC2=C(N1C1=NC3=C(N1)C=C(C=C3)C#N)C=C(C(=C2)F)F